C(C)OC(CS(=O)(=O)CC(CCCC(C(=O)O)(COC1OCCCC1)C1=CC(=CC=C1)CCC(=O)OCC)(C)C)=O 7-((2-ethoxy-2-oxoethyl)sulfonyl)-2-(3-(3-ethoxy-3-oxopropyl)phenyl)-6,6-dimethyl-2-(((tetrahydro-2H-pyran-2-yl)oxy)methyl)heptanoic acid